1,1-dimethyl-silinan-4-amine C[Si]1(CCC(CC1)N)C